tetramethylnonane-diamine CC(C(C(N)(N)C)(C)C)CCCCCC